CN(C(OC1=CC2=C(C=CCO2)C=C1)=O)C 2H-benzopyran-7-yl dimethylcarbamate